[5,7-difluoro-2-(4-fluorophenyl)-1H-indol-3-yl]butanoic acid FC=1C=C2C(=C(NC2=C(C1)F)C1=CC=C(C=C1)F)C(C(=O)O)CC